N-(4-Amino-1-((1R,2S)-2-methylcyclopropyl)-3,4-dioxobutan-2-yl)-3-(isobutyryl-L-valyl)-6,6-dimethyl-3-azabicyclo[3.1.0]hexane-2-carboxamide NC(C(C(C[C@@H]1[C@H](C1)C)NC(=O)C1C2C(C2CN1C([C@@H](NC(C(C)C)=O)C(C)C)=O)(C)C)=O)=O